p-(dimethylamino)benzaldehyde CN(C)C1=CC=C(C=C1)C=O